(1aS,7bR)-5-[2-((Z)-3-ethylaminoprop-1-enyl)-4-fluorobenzene-sulfonylamino]-1,1a,2,7b-tetrahydro-cyclopropa[c]chromene-4-carboxylic acid C(C)NC\C=C/C1=C(C=CC(=C1)F)S(=O)(=O)NC1=CC=C2[C@H]3[C@@H](COC2=C1C(=O)O)C3